(R)-6-chloro-1-(1-methylazetidin-3-yl)-7-(2-(((3-methylpyridin-2-yl)oxy)methyl)pyrrolidin-1-yl)-4-oxo-1,4-dihydroquinoline-3-carboxylic acid ClC=1C=C2C(C(=CN(C2=CC1N1[C@H](CCC1)COC1=NC=CC=C1C)C1CN(C1)C)C(=O)O)=O